1-Methyl-2-(6-trifluoromethylsulfanyl-benzothiazol-2-ylamino)-1H-benzimidazole-5-carboxylic acid methyl ester COC(=O)C1=CC2=C(N(C(=N2)NC=2SC3=C(N2)C=CC(=C3)SC(F)(F)F)C)C=C1